benzyl (2S)-2-(cyanomethyl)-4-[7-(1-naphthyl)-2-[(1-tetrahydropyran-2-ylimidazol-2-yl)methoxy]-6,8-dihydro-5H-pyrido[3,4-d]pyrimidin-4-yl]piperazine-1-carboxylate C(#N)C[C@@H]1N(CCN(C1)C=1C2=C(N=C(N1)OCC=1N(C=CN1)C1OCCCC1)CN(CC2)C2=CC=CC1=CC=CC=C21)C(=O)OCC2=CC=CC=C2